ClC1=C2C=CC(=C3CCC(C(C=C1)=C32)=O)F 7-chloro-4-fluoro-2,3-dihydro-1H-phenalen-1-one